N-isoButyl-4-methoxy-5-(pyrimidin-5-yl)-1H-benzo[d]imidazole-1-carboxamide C(C(C)C)NC(=O)N1C=NC2=C1C=CC(=C2OC)C=2C=NC=NC2